ClC1=C(C=CC=C1)CN1N=C(C=C1C1=CC(=CC=C1)OC)COC1(CCC1)C(=O)O 1-[[1-[(2-Chlorophenyl)methyl]-5-(3-methoxyphenyl)1H-pyrazol-3-yl]methoxy]cyclobutanecarboxylic acid